maleinic acid hydrazide C(\C=C/C(=O)O)(=O)NN